N,N-bis(1,1'-biphenyl-4-yl)-9,9'-spirobi[9H-Fluoren]-4-amine C1(=CC=C(C=C1)N(C1=CC=CC=2C3(C4=CC=CC=C4C12)C1=CC=CC=C1C=1C=CC=CC13)C1=CC=C(C=C1)C1=CC=CC=C1)C1=CC=CC=C1